trisodium N,N-dicarboxymethyl-alanine C(=O)(O)CN([C@@H](C)C(=O)O)CC(=O)O.[Na].[Na].[Na]